O=C1N(CC(N1)=O)CC(=O)O (2,4-dioxoimidazolidin-1-yl)acetic acid